C=C(C(=O)OCC(=O)O)CC(OC1CCCC2=CC(=CC=C12)C(F)(F)F)=O 2-((2-methylene-4-oxo-4-((6-(trifluoromethyl)-1,2,3,4-tetrahydronaphthalen-1-yl)oxy)butanoyl)oxy)acetic acid